N-(methylsulfamoyl)-1-[1-[4-(trifluoromethyl)phenyl]-3,4-dihydro-2H-1,5-naphthyridin-3-yl]methanamine CNS(=O)(=O)NCC1CN(C2=CC=CN=C2C1)C1=CC=C(C=C1)C(F)(F)F